N-(5-(8-fluoro-[1,2,4]triazolo[1,5-a]pyridin-2-yl)-8-(methylamino)pyrido[3,4-C]pyridazin-3-yl)cyclopropanecarboxamide FC=1C=2N(C=CC1)N=C(N2)C2=CN=C(C=1N=NC(=CC12)NC(=O)C1CC1)NC